(1s,4s)-4-(3-Chloroanilino)-2'-{[2-(2-methoxyphenyl)ethoxy]methyl}spiro[cyclohexane-1,1'-indene]-4-carboxylic acid ClC=1C=C(NC2(CCC3(C(=CC4=CC=CC=C34)COCCC3=C(C=CC=C3)OC)CC2)C(=O)O)C=CC1